ClC1=CC(=C(C(=N1)NC1CCC1)N)C 6-chloro-N2-cyclobutyl-4-methylpyridine-2,3-diamine